C(C1CO1)OC1=C(C2=CC(=CC=C2C=C1)OCC1CO1)C (2,7-diglycidyloxy-1-naphthyl)methane